NCCN1C(N(C2=CC=C(C=C2C1=O)S(=O)(=O)NC1(CC1)C)CC1CC1)=O 3-(2-aminoethyl)-1-(cyclopropylmethyl)-N-(1-methylcyclopropyl)-2,4-dioxo-1,2,3,4-tetrahydroquinazoline-6-sulfonamide